tert-butyl-9,10-dimethoxy-2-[(2,4,6-trimethylphenyl)amino]-6H,7H-pyrimido[4,3-a]isoquinolin-4-one C(C)(C)(C)C=1C(=NC(N2C1C1=CC(=C(C=C1CC2)OC)OC)=O)NC2=C(C=C(C=C2C)C)C